C1(CCCCC1)OCC1=C(C=CC=C1)B(O)O 2-(CYCLOHEXYLOXY)METHYLPHENYLBORONIC ACID